7-chloro-5-n-propylthio-3H-[1,2,3]triazolo[4,5-d]pyrimidine ClC=1C2=C(N=C(N1)SCCC)NN=N2